5-amino-4-hydroxy-2-(2,3-difluorophenyl)-furan-3-one NC1=C(C(C(O1)C1=C(C(=CC=C1)F)F)=O)O